CC1=C(C2=C(CC[C@](O2)(C)CCC[C@@H](C)CCC[C@@H](C)CCCC(C)C)C(=C1O)C)C (-)-alpha-tocopherol